2-(1,2-di((9Z,12Z)-octadeca-9,12-dien-1-yl)hydrazinyl)-N,N-dimethylethan-1-amine C(CCCCCCC\C=C/C\C=C/CCCCC)N(NCCCCCCCC\C=C/C\C=C/CCCCC)CCN(C)C